NC=1C=2N(C3=CC(=C(C=C3N1)F)C(=O)N1[C@@H]3[C@H](CCC1)OCC=1C=C(C=CC13)OC(F)F)C=NC2 (4-amino-7-fluoroimidazo[1,5-a]quinoxalin-8-yl)((4aS,10bS)-8-(difluoromethoxy)-2,3,4,4a,6,10b-hexahydro-1H-isochromeno[4,3-b]pyridin-1-yl)methanone